FC(C1=C(C=CC(=C1)OC)C1=C2C(=C(N=N1)N[C@H]1CN(C[C@@H](C1)F)C)COCC2)F 1-(2-(difluoromethyl)-4-methoxyphenyl)-N-((3R,5R)-5-fluoro-1-methylpiperidin-3-yl)-7,8-dihydro-5H-pyrano[3,4-d]pyridazin-4-amine